ClC1=C(C(=O)C2=CNC=3N=NC=C(C32)NC3CCC(CC3)C(=O)O)C=CC(=C1)OC1=CC=CC=C1 (1r,4r)-4-((5-(2-Chloro-4-phenoxybenzoyl)-7H-pyrrolo[2,3-c]pyridazin-4-yl)amino)cyclohexane-1-carboxylic acid